N-(t-butoxycarbonyl)tryptophan C(C)(C)(C)OC(=O)N[C@@H](CC1=CNC2=CC=CC=C12)C(=O)O